FC1=CC=CC=2C(=N[C@@H](C(NC21)=O)NC(=O)C=2C(=NN1C2OCC(C1)C(C)C)C1=C(C=CC=C1)F)C1=CC=CC=C1 N-[(3S)-9-Fluoro-2-oxo-5-phenyl-2,3-dihydro-1H-1,4-benzodiazepin-3-yl]-2-(2-fluorophenyl)-6-(propan-2-yl)-5H,6H,7H-pyrazolo[3,2-b][1,3]oxazine-3-carboxamide